C(C)(C)(C)NC(COC1=CC(=CC=C1)C1=NC2=CC=C(C=C2C(N1)=O)N(C)C)=O N-(tert-butyl)-2-(3-(6-(dimethylamino)-4-oxo-3,4-dihydroquinazolin-2-yl)phenoxy)acetamide